FC1=C(C=CC2=C1O[C@@H]1[C@H](CC2)[C@H]([C@@H](C1)O)\C=C\C([C@H](C)C1=C(C=CC=C1)F)O)C(=O)O (1R,2R,3aS,10aR)-5-fluoro-1-[(1E,3ξ,4R)-4-(2-fluorophenyl)-3-hydroxy-1-penten-1-yl]-2-hydroxy-2,3,3a,9,10,10a-hexahydro-1H-benzo[b]cyclopenta[f]oxepin-6-carboxylic acid